FC(OC1=NC2=CC(=CC(=C2N=C1)C=1SC2=C(N1)C=CC=C2CNC(OC(C)(C)C)=O)C)F tert-butyl (2-(2-(difluoromethoxy)-7-methylquinoxalin-5-yl) benzo[d]thiazol-7-yl)methylcarbamate